Ethyl-4-(dimethylamino)benzoate C(C)OC(C1=CC=C(C=C1)N(C)C)=O